C(C)(C)OC=1N=C2C(=CC=NC2=CC1OC)OC1=CC=C(N)C=C1 4-((6-isopropoxy-7-methoxy-1,5-naphthyridin-4-yl)oxy)aniline